O[C@H]1[C@@H](COC2=CC(=CC=C12)C1=C(C=CC=C1)NS(=O)(=O)C)CC1=NC=CC=C1 N-{2-[(3R,4S)-4-hydroxy-3-(pyridin-2-ylmethyl)-3,4-dihydro-2H-chromen-7-yl]phenyl}methanesulfonamide